ClC1=CC2=C(C(C3=C(N(S2(=O)=O)C)C=CC=C3)NCCCCCCO)C=C1 3-Chloro-11-((6-hydroxyhexyl)amino)-6-methyl-6,11-dihydrodibenzo[c,f][1,2]thiazepine 5,5-dioxide